4-hydroxy-2-oxo-6-phenyl-1,2-dihydropyridine-3-carboxylic acid OC1=C(C(NC(=C1)C1=CC=CC=C1)=O)C(=O)O